tert-Butyl N-[4-[5-chloro-7-[[(2S,4R)-4-fluoro-1-methyl-pyrrolidin-2-yl]methoxy]-1,3-dihydrofuro[3,4-f]quinolin-4-yl]-3-cyano-7-fluoro-benzothiophen-2-yl]carbamate ClC=1C(=C2C(=C3C=CC(=NC13)OC[C@H]1N(C[C@@H](C1)F)C)COC2)C2=CC=C(C1=C2C(=C(S1)NC(OC(C)(C)C)=O)C#N)F